hydroxy-N-(tetrahydro-2-oxo-3-furanyl)TETRADECANAMIDE methyl-1-(5-chloro-2-methyl-1-((tetrahydro-2H-pyran-4-yl)methyl)-1H-indole-3-carbonyl)-4-(4-fluorophenyl)piperidine-4-carboxylate COC(=O)C1(CCN(CC1)C(=O)C1=C(N(C2=CC=C(C=C12)Cl)CC1CCOCC1)C)C1=CC=C(C=C1)F.OC(C(=O)NC1C(OCC1)=O)CCCCCCCCCCCC